N-(5-((4-((S)-N,S-dimethylsulfonimidoyl)benzyl)oxy)-1,3,4-thiadiazol-2-yl)-4-(2-fluoro-6-methoxyphenyl)-6-methylnicotinamide CN=[S@](=O)(C)C1=CC=C(COC2=NN=C(S2)NC(C2=CN=C(C=C2C2=C(C=CC=C2OC)F)C)=O)C=C1